4-(3,3-Difluoroazetidin-1-yl)cyclohexane-1-carboxylic acid FC1(CN(C1)C1CCC(CC1)C(=O)O)F